FC(C(=O)N=S(C=1C=NC(=NC1)N1CCN(CC1)C(C)C1=CC=C2C=CC=NC2=C1)(=O)C)(F)F 2,2,2-trifluoro-N-(methyl(oxo)(2-(4-(1-(quinolin-7-yl)ethyl)piperazin-1-yl)pyrimidin-5-yl)-λ6-sulfanylidene)acetamide